6-bromo-N-methyl-N-(2,2,6,6-tetramethylpiperidin-4-yl)pyridazin-3-amine BrC1=CC=C(N=N1)N(C1CC(NC(C1)(C)C)(C)C)C